CC(C(=O)C1=CC=C(C=C1)SC)(C)N1CCOCC1 2-methyl-1-(4-methylthiophenyl)-2-morpholinopropane-1-ON